methyl 4-{4-[3-({4-[(tert-butoxycarbonyl)amino]-1-methylpyrrol-2-yl} formamido)propanamido]-1-methylimidazole-2-amido}-1-methylpyrrole-2-carboxylate C(C)(C)(C)OC(=O)NC=1C=C(N(C1)C)C(=O)NCCC(=O)NC=1N=C(N(C1)C)C(=O)NC=1C=C(N(C1)C)C(=O)OC